ClC1=CC=C(C=C1)C(C(=N)NO)(C)C 2-(4-chlorophenyl)-N-hydroxy-2-methylpropionamidine